C(C1=CC=CC=C1)N(C1CC(C(C1)=O)(C)C)C 4-(benzyl(methyl)amino)-2,2-dimethylcyclopentan-1-one